C(C)(=O)O.C(C)(=O)O.C(C)(=O)O.C(C)(=O)O.C(C)(=O)O.NCCNCCN diethylenetriamine pentaacetic acid salt